N-[(2S,3R,4S)-2-[(3'-chloro-2-fluoro[1,1'-biphenyl]-3-yl)methyl]-4-fluoro-1-(2-methylpropanoyl)pyrrolidin-3-yl]ethanesulfonamide ClC=1C=C(C=CC1)C1=C(C(=CC=C1)C[C@@H]1N(C[C@@H]([C@@H]1NS(=O)(=O)CC)F)C(C(C)C)=O)F